4-nitro-N-(4-(3-(pyridin-4-yl)imidazo[1,2-b]pyridazin-6-yl)phenyl)benzenesulfonamide ACETATE (3,7-dimethyloct-6-en-1-yl-acetate) CC(CCCC(=O)O)CCC=C(C)C.C(C)(=O)O.[N+](=O)([O-])C1=CC=C(C=C1)S(=O)(=O)NC1=CC=C(C=C1)C=1C=CC=2N(N1)C(=CN2)C2=CC=NC=C2